4-({7-fluoro-6-[2-fluoro-1-(fluoromethyl)ethoxy]-1-(1-formylpiperidin-4-yl)-2,4-dioxo-1,4-dihydroquinazolin-3(2H)-yl}methyl)biphenyl-2-carbonitrile FC1=C(C=C2C(N(C(N(C2=C1)C1CCN(CC1)C=O)=O)CC=1C=C(C(=CC1)C1=CC=CC=C1)C#N)=O)OC(CF)CF